(S)-3-(7-chloro-8-methoxy-2-(2-methoxyacetyl)-1-methyl-2,3-dihydro-1H-pyrrolo[3,4-c]quinolin-6-yl)propenamide ClC=1C(=CC=2C3=C(C=NC2C1C=CC(=O)N)CN([C@H]3C)C(COC)=O)OC